7-Methyl-4-(4-trifluoromethoxy-phenylamino)-7H-pyrrolo[2,3-d]pyrimidine-6-carboxylic acid (4-diethylamino-1-methyl-butyl)-amide C(C)N(CCCC(C)NC(=O)C1=CC2=C(N=CN=C2NC2=CC=C(C=C2)OC(F)(F)F)N1C)CC